C(C(C)C)[Al](CCCCCCCCC=C)CCCCCCCCC=C isobutylbis(dec-9-en-1-yl)aluminum